C(C)(C)(C)C1[C@](N(CC[C@@]1(C(=O)O)CC1=NC(=C(C(=C1)CC)F)NC1=NN(C(=C1)C)C(C)(C)C)C(=O)O)(C)C(C)(C)C di-tert-butyl-(2r,4r)-4-((6-((1-(tert-butyl)-5-methyl-1H-pyrazol-3-yl)amino)-4-ethyl-5-fluoropyridin-2-yl)methyl)-2-methylpiperidine-1,4-dicarboxylic acid